sodium L-ascorbic acid 2-sulfate S(=O)(=O)([O-])OC=1C(=O)O[C@@H](C1O)[C@@H](O)CO.[Na+]